C(\C=C(/C)\CCC=C(C)C)C1=C(C=2C(C(=C(OC2C=C1O)C1=CC=C(O)C=C1)O)=O)O 6-geranylkaempferol